COC(=O)C1=NC=C(N=C1)N(C)C1CCN(CC1)C(=O)OC(C)(C)C 5-[(1-Tert-Butoxycarbonyl-4-piperidinyl)-methyl-amino]pyrazine-2-carboxylic acid methyl ester